C(C)(=O)O[C@H]1[C@@H](SC2=CC(=C(C=C2)Cl)Cl)O[C@@H]([C@@H]([C@@H]1OCC#CC(=O)C1=CC=C(C=C1)Cl)OC(C)=O)COC(C)=O 3,4-dichlorophenyl 2,4,6-tri-O-acetyl-3-O-[(4-chlorophenyl)-4-oxobut-2-ynyl]-1-thio-α-D-galactopyranoside